COC1=CC=2N(C(C(=C(N2)C(F)(F)F)B2OC(C(O2)(C)C)(C)C)=O)C=C1 8-Methoxy-3-(4,4,5,5-tetramethyl-1,3,2-dioxaborolan-2-yl)-2-(trifluoromethyl)pyrido[1,2-a]pyrimidin-4-one